dimethyl-4-hydroxybutyl-2,3-dioleoylallylammonium bromide [Br-].C[N+](CC(=CC(CCCCCCC\C=C/CCCCCCCC)=O)C(CCCCCCC\C=C/CCCCCCCC)=O)(CCCCO)C